4-hydroxypyrrolidin-2-one OC1CC(NC1)=O